N-(4-methoxycarbonyl-3-aminosulfonylbenzyl)methanesulfonamide (2R,3R)-2,3-dihydroxysuccinate O[C@@H](C(=O)O)[C@H](C(=O)O)O.COC(=O)C1=C(C=C(CNS(=O)(=O)C)C=C1)S(=O)(=O)N